4-(4-bromo-2,6-dimethylphenyl)-1-methyl-1,2,3,6-tetrahydropyridine BrC1=CC(=C(C(=C1)C)C=1CCN(CC1)C)C